4-(2-Bromocyclohex-1-en-1-yl)-1-ethyl-3-(trifluoromethyl)-1H-pyrazole BrC1=C(CCCC1)C=1C(=NN(C1)CC)C(F)(F)F